S1C=NC2=C1C=CC(=C2)[C@@H](C)N2CCN(CC2)C2=NC=C(C=N2)[S@@](=O)(=NC)C (R)-(2-(4-((R)-1-(benzo[d]thiazol-5-yl)ethyl)piperazin-1-yl)pyrimidin-5-yl)(methyl)(methylimino)-λ6-sulfanone